C(C)(C)(C)OC(=O)N[C@H](C(=O)OC(C)(C)C)CCSCCC(=O)C1CCCCC1 (s)-tert-butyl 2-((tert-butoxycarbonyl)amino)-4-((3-cyclohexyl-3-oxopropyl)thio)butanoate